O=C1N(C(C2=CC=CC=C12)=O)[C@@H](CCCNC(OC(C)(C)C)=O)C=1OC(=CN1)C1=CC(=CC=C1)[N+](=O)[O-] tert-Butyl (S)-(4-(1,3-dioxoisoindolin-2-yl)-4-(5-(3-nitrophenyl)oxazol-2-yl)butyl)carbamate